CNC(C1=CC=C(C=C1)C1=NOC(=N1)C(F)(F)F)=O N-Methyl-4-(5-(trifluoromethyl)-1,2,4-oxadiazol-3-yl)benzamid